5-(5-fluoro-2-methoxypyridin-3-yl)-4-azaspiro[2.5]octan-7-carboxamide FC=1C=C(C(=NC1)OC)C1NC2(CC2)CC(C1)C(=O)N